3-fluoro-2-[5-(trifluoromethyl)isoxazol-3-yl]phenol FC=1C(=C(C=CC1)O)C1=NOC(=C1)C(F)(F)F